CCC(CC)=C1CC(CC=C1)=C(CC)CC 1,3-Di(pentan-3,3-diyl)benzol